(11-mercaptoundecyl)-N,N,N-trimethyl-ammonium bromide [Br-].SCCCCCCCCCCC[N+](C)(C)C